BrC1=CN(C(C2=CC(=C(C=C12)C1=NC=C(C=N1)C(C)(C)O)F)=O)C[C@@H](C[C@H](C)OC=1C=NNC(C1C(F)(F)F)=O)F 4-bromo-7-fluoro-2-((2R,4S)-2-fluoro-4-((6-oxo-5-(trifluoromethyl)-1,6-dihydropyridazin-4-yl)oxy)pentyl)-6-(5-(2-hydroxypropan-2-yl)pyrimidin-2-yl)isoquinolin-1(2H)-one